4-methyl-3-nitro-6,7-dihydro-4H-pyrazolo[5,1-C][1,4]oxazine CC1OCCN2C1=C(C=N2)[N+](=O)[O-]